(1S,2S)-ethyl 2-((R)-1-(2-((tert-butoxycarbonyl)imino)-4,4-diethyl-6-oxotetrahydropyrimidin-1(2H)-yl)-3-methoxypropyl)cyclopropanecarboxylate C(C)(C)(C)OC(=O)N=C1N(C(CC(N1)(CC)CC)=O)[C@H](CCOC)[C@@H]1[C@H](C1)C(=O)OCC